O1C(CC(=O)C2=CC=CC=C12)C1=CC=CC=C1 2,3-dihydroflavone